COC=1C=CC(=NC1OC)C=O 5,6-dimethoxypyridine-2-carbaldehyde